Glucopyranosyl azide C1([C@H](O)[C@@H](O)[C@H](O)[C@H](O1)CO)N=[N+]=[N-]